[N+](=O)([O-])[O-].[Er+3].[N+](=O)([O-])[O-].[N+](=O)([O-])[O-] erbium(III) nitrate